NC=1C(=C(C=C2C=C(N=CC12)NC(=O)[C@H]1[C@H](C1)F)C=1N(C=CC1)C)F (1S,2S)-N-(8-amino-7-fluoro-6-(1-methyl-1H-pyrrole-2-yl)isoquinolin-3-yl)-2-fluorocyclopropane-1-carboxamide